C(CN(CP(=O)(O)O)CP(=O)(O)O)N(CP(=O)(O)O)CP(=O)(O)O tetrasodium tetrahydrogen (ethane-1,2-diylbis(nitrilobis(methylene)))tetrakisphosphonate